iron-nickel chloride [Ni](Cl)Cl.[Fe]